2-Acetylamino-3-[4-(2-acetylamino-2-carboxyethylsulfanylthio-carbonyl-amino)phenylthiocarbamoylsulfanyl]propionic acid C(C)(=O)NC(C(=O)O)CSC(NC1=CC=C(C=C1)NC(=S)SCC(C(=O)O)NC(C)=O)=S